5-(2,4-Dimethoxyphenyl)-2-methoxy-1H-phenalen-1-one COC1=C(C=CC(=C1)OC)C=1C=C2C=C(C(C=3C=CC=C(C1)C32)=O)OC